4-chloro-2-ethylpyridazin-3(2H)-one ClC=1C(N(N=CC1)CC)=O